(1s,4s)-4-(8-((2,4,6-trichlorophenyl)amino)-2-(((3s,4r)-3-fluorotetrahydro-2H-pyran-4-yl)amino)-9H-purin-9-yl)-1-methylcyclohexane-1-carboxamide ClC1=C(C(=CC(=C1)Cl)Cl)NC=1N(C2=NC(=NC=C2N1)N[C@H]1[C@@H](COCC1)F)C1CCC(CC1)(C(=O)N)C